OC1=CC=C2C(C=C(OC2=C1OC)C1=CC=C(C=C1)CCCCN1CCN(CC1)C)=O 7-Hydroxy-8-methoxy-2-(4-(4-(4-methylpiperazin-1-yl)butyl)phenyl)-4H-chromen-4-one